C1(=CC=CC=C1)C1=C2C=CC=CC2=C(C2=CC=CC=C12)C1=CC=C(C=C1)C1=CC=2OC=3C=CC=C4OC=5C=CC=CC5B(C34)C2C=C1 3-(4-(10-phenylanthracen-9-yl)phenyl)-5,9-dioxa-13b-boranaphtho[3,2,1-de]anthracene